C(CC)[C@@H]1CC(OC1)=O (R)-dihydro-4-propyl-2(3H)-furanone